ClC=1C=C(C(=O)N(C)C(C)C2=NC=CN=C2C2=NN(C=N2)C(C)C)C=C(C1)S(=O)(=O)C 3-chloro-N-[1-[3-(1-isopropyl-1,2,4-triazol-3-yl)pyrazin-2-yl]ethyl]-N-methyl-5-methylsulfonyl-benzamide